N(=[N+]=[N-])CC1=NN(C(=C1)C(C)(C)O)C 2-(3-(azidomethyl)-1-methyl-1H-pyrazol-5-yl)propan-2-ol